{6-[3-(4-methylphenyl)-1-oxo-2-propynyl]-2-methoxynaphthalen-1-yl}diphenylsulfonium nonafluorobutanesulfonate FC(C(C(C(S(=O)(=O)[O-])(F)F)(F)F)(F)F)(F)F.CC1=CC=C(C=C1)C#CC(=O)C=1C=C2C=CC(=C(C2=CC1)[S+](C1=CC=CC=C1)C1=CC=CC=C1)OC